CC1=C(C(=O)O)C(=CC(=C1C)OC(C)=O)C 2,3,6-trimethyl-4-acetoxybenzoic acid